ClC1=CC=2N(C=C1)N=C(C2C2=C(C=CC=C2)Cl)C(=O)O 5-chloro-3-(2-chlorophenyl)pyrazolo[1,5-a]pyridine-2-carboxylic acid